6-(6-prop-2-enyloxyhexyloxy)naphthalene-2-carboxylic acid [3-[10-(4-phenylphenoxy) decyloxycarbonyl]-4-[6-(6-prop-2-enyloxy hexyloxy) naphthalene-2-carbonyl] oxy-phenyl] ester C1(=CC=CC=C1)C1=CC=C(OCCCCCCCCCCOC(=O)C=2C=C(C=CC2OC(=O)C2=CC3=CC=C(C=C3C=C2)OCCCCCCOCC=C)OC(=O)C2=CC3=CC=C(C=C3C=C2)OCCCCCCOCC=C)C=C1